N-(7-chloro-6-(1-(3-fluoro-4-methyltetrahydro-2H-pyran-4-yl)piperidin-4-yl)isoquinolin-3-yl)-6-oxaspiro[2.5]octane-1-carboxamide ClC1=C(C=C2C=C(N=CC2=C1)NC(=O)C1CC12CCOCC2)C2CCN(CC2)C2(C(COCC2)F)C